[Si](C)(C)(C(C)(C)C)OCC=1N=C(C2=C(N1)N(C(C2(C)C)=O)C2=CC=C(C=C2)N2CCOCC2)NCC 2-(((tert-butyldimethylsilyl)oxy)methyl)-4-(ethylamino)-5,5-dimethyl-7-(4-morpholinophenyl)-5,7-dihydro-6H-pyrrolo[2,3-d]pyrimidin-6-one